[Sn].[Rh] rhodium-tin